CN1[C@@H](CCC1)C1=C(C=CC(=N1)NC(=O)C1CC1)C1COCC1 N-(6-((S)-1-methylpyrrolidin-2-yl)-5-(tetrahydrofuran-3-yl)pyridin-2-yl)cyclopropanecarboxamide